ClC1=C(C=C(C=C1)Cl)C=O 2,5-dichlorobenzene-1-carbaldehyde